P(=O)([O-])([O-])[O-].[Fe+2].[Mn+2].[Li+].ClC1=CC(=C(OCCCC(C(=O)N2CCN(CC2)S(=O)(=O)C2=CC=C(C=C2)OC(F)(F)F)(C)C)C=C1)F 5-(4-chloro-2-fluorophenoxy)-2,2-dimethyl-1-(4-((4-(trifluoromethoxy)phenyl)sulfonyl)piperazin-1-yl)pentan-1-one lithium manganese iron Phosphate